1,3-dimethylpiperidinium triflate [O-]S(=O)(=O)C(F)(F)F.C[NH+]1CC(CCC1)C